BrC1=CC2=C(N=C(S2)C)C=C1F 6-Bromo-5-fluoro-2-methylbenzo[d]thiazole